Lithium 1-((6-fluoro-2-methyl-1,2,3,4-tetrahydroisoquinolin-7-yl)methyl)-5-(methoxymethyl)-1H-pyrazole-4-carboxylate FC=1C=C2CCN(CC2=CC1CN1N=CC(=C1COC)C(=O)[O-])C.[Li+]